S(OC1=C(C=CC=2C(=NOC21)C2C(NC(CC2)=O)=O)C2CCNCC2)(=O)(=O)F 3-(2,6-dioxopiperidin-3-yl)-6-(piperidin-4-yl)benzo[d]isoxazol-7-yl sulfurofluoridate